(S)-N-(3-(6-((3-acrylamido-4-(2-methyl-4-(tetrahydro-2H-pyran-4-yl)piperazin-1-yl)phenyl)amino)-4-methyl-5-oxo-4,5-dihydropyrazin-2-yl)-2-methylphenyl)-4-cyclopropyl-2-fluorobenzamide C(C=C)(=O)NC=1C=C(C=CC1N1[C@H](CN(CC1)C1CCOCC1)C)NC=1C(N(C=C(N1)C=1C(=C(C=CC1)NC(C1=C(C=C(C=C1)C1CC1)F)=O)C)C)=O